3-[[3-(1,3-benzodioxol-5-yl)imidazo[1,2-b]pyridazin-6-yl]amino]propan-1-ol O1COC2=C1C=CC(=C2)C2=CN=C1N2N=C(C=C1)NCCCO